N-methyl-1-phenylmethanamine CNCC1=CC=CC=C1